lauric acid ethyl ester C(C)OC(CCCCCCCCCCC)=O